N(=[N+]=[N-])C(CCC1=C2C=CNC2=CC(=C1OC=1C=CC(=C(C1)C=1NC(=CN1)C(C)(CCCCO)C=1C(=C(C=CC1)CCC(=O)OC)F)F)F)=O Methyl 3-(3-(2-(2-(5-((4-(3-azido-3-oxopropyl)-6-fluoro-1H-indol-5-yl)oxy)-2-fluorophenyl)-1H-imidazol-5-yl)-6-hydroxyhexan-2-yl)-2-fluorophenyl)propanoate